(R)-6-chloro-3-((1-(2-cyano-7-methyl-3-(1,2,3,6-tetrahydropyridin-4-yl)quinoxalin-5-yl)ethyl)amino)picolinic acid ClC1=CC=C(C(=N1)C(=O)O)N[C@H](C)C1=C2N=C(C(=NC2=CC(=C1)C)C#N)C=1CCNCC1